N-(3-(5,6,7,8-tetrahydro-1,8-naphthyridin-2-yl)propyl)piperidine-4-carboxamide N1=C(C=CC=2CCCNC12)CCCNC(=O)C1CCNCC1